FC1=CC=C(C=C1)C(C#N)=C1CCN(CC1)C(=O)N1CCC(CCC1)O 2-(4-fluorophenyl)-2-(1-(4-hydroxyazepan-1-carbonyl)piperidin-4-ylidene)acetonitrile